1-Amino-1-propanol NC(CC)O